1-(3-(benzyloxy)-5-bromopyridin-2-yl)ethan-1-one C(C1=CC=CC=C1)OC=1C(=NC=C(C1)Br)C(C)=O